C(C1=CC=CC=C1)N=C(C(C(C(C(C(C(C(F)(F)F)(F)F)(F)F)(F)F)(F)F)(F)F)(F)F)O N-benzyl-perfluorooctanoic acid imide